FC(C(=O)N1CCC(CC1)(C)O)(F)C=1C=C(C(=O)NC2=CC(=C(C=C2)F)C)C=CC1F 3-(1,1-difluoro-2-(4-hydroxy-4-methylpiperidin-1-yl)-2-oxoethyl)-4-fluoro-N-(4-fluoro-3-methylphenyl)benzamide